tert-Butyl 4-(5-((S)-1-(((S)-tert-butylsulfinyl)amino)-1-(4-fluorophenyl)-ethyl)pyrimidin-2-yl)piperazine-1-carboxylate C(C)(C)(C)[S@](=O)N[C@@](C)(C1=CC=C(C=C1)F)C=1C=NC(=NC1)N1CCN(CC1)C(=O)OC(C)(C)C